3-(3-hydroxyoxetan-3-yl)-5-(4-(4-(trifluoromethyl)phenyl)piperidin-1-yl)benzoic acid OC1(COC1)C=1C=C(C(=O)O)C=C(C1)N1CCC(CC1)C1=CC=C(C=C1)C(F)(F)F